Ethyl (2RS)-4,4-difluoro-2-(4-fluorophenyl)butanoate FC(C[C@@H](C(=O)OCC)C1=CC=C(C=C1)F)F |r|